ClC=1C=C(C(=O)N2CC=3C(=NN4C3C(N(C[C@H]4C)C(C)C=4C=CC(=NC4)C(=O)OC)=O)C[C@H]2C)C=CC1Cl methyl 5-(1-((3R,7R)-2-(3,4-dichlorobenzoyl)-3,7-dimethyl-10-oxo-1,3,4,7,8,10-hexahydropyrido[4',3':3,4]pyrazolo[1,5-a]pyrazin-9(2H)-yl)ethyl)picolinate